CC=1C=C(C=C2C(NC(=NC12)C1=CC2=C(C=N1)C=CS2)=O)O[C@H]2CN(CC2)C(=O)OCC2=CC=CC=C2 Benzyl (3R)-3-[(8-methyl-4-oxo-2-thieno[3,2-c]pyridin-6-yl-3H-quinazolin-6-yl)oxy]pyrrolidine-1-carboxylate